FC1=C(C(=O)O)C(=CC(=C1)C1=NC=NC(=C1)NCCC1=C(OC2=C1C=CC=C2)C)SC 2-Fluoro-4-{6-[2-(2-methyl-benzofuran-3-yl)-ethylamino]-pyrimidin-4-yl}-6-methylsulfanyl-benzoic acid